NC=1C(NC2=C3C=CC=NC3=C(C=C2C1C1=C2C=NNC2=C(C=C1)F)C1COCC1)=O 3-amino-4-(7-fluoro-1H-indazol-4-yl)-6-(oxolan-3-yl)-1H-1,7-phenanthrolin-2-one